C(C1=CC=CC=C1)O[C@H]1[C@H](OC=C([C@H]1OCC1=CC=CC=C1)[N+](=O)[O-])COCC1=CC=CC=C1 (2R,3R,4R)-3,4-bis(benzyloxy)-2-((benzyloxy)methyl)-5-nitro-3,4-dihydro-2H-pyran